4-(6-(((1r,4r)-4-(3-chloro-4-cyanophenoxy)cyclohexyl)carbamoyl)pyridazin-3-yl)piperazine-1-carboxylic acid tertButyl ester C(C)(C)(C)OC(=O)N1CCN(CC1)C=1N=NC(=CC1)C(NC1CCC(CC1)OC1=CC(=C(C=C1)C#N)Cl)=O